methyl 3-methyl-3,4-dihydro-1H-benzo[c][1,2,6]thiadiazine-7-carboxylate 2,2-dioxide CN1CC2=C(NS1(=O)=O)C=C(C=C2)C(=O)OC